ClC=1N=C(C2=C(N1)CNC2)N[C@H](C)C2=CC(=C[Se]2)C2=C(CN(C(OCC1=CC=CC=C1)=O)C)C=CC=C2 benzyl (R)-(2-(5-(1-((2-chloro-6,7-dihydro-5H-pyrrolo[3,4-d]pyrimidin-4-yl)amino)ethyl)selenophene-3-yl)benzyl)(methyl)carbamate